OC1=C(C=CC=C1)C1=CC(=CN=N1)N1CCC(CC1)(C(=O)O)C1=CC(=CC=C1)OC 1-[6-(2-hydroxyphenyl)pyridazin-4-yl]-4-(3-methoxyphenyl)piperidine-4-carboxylic acid